6-(4-methoxyphenyl)(phenyl)amino-2,3-dihydro-1H-xanthene-4-formaldehyde COC1=CC=C(C=C1)C=1C=C2OC3=C(CCC(C3=CC2=CC1)NC1=CC=CC=C1)C=O